OC1=NN(C(=C1)C(=O)OC)CC1=CC=C(C=C1)OC methyl 3-hydroxy-1-(4-methoxybenzyl)-1H-pyrazole-5-carboxylate